F[C@@H]1CN(CC[C@@H]1NC1=NN2C(C(=N1)OC([2H])([2H])[2H])=C(C=C2)C=2C=CC1=C(N(N=N1)CC(F)(F)F)C2)C(CO)=O 1-((3R,4S)-3-fluoro-4-((4-(methoxy-d3)-5-(1-(2,2,2-trifluoroethyl)-1H-benzo[d][1,2,3]triazol-6-yl)pyrrolo[2,1-f][1,2,4]triazin-2-yl)amino)piperidin-1-yl)-2-hydroxyethan-1-one